propyl phosphate potassium salt [K+].P(=O)(OCCC)([O-])[O-].[K+]